2-Pyrimidinamine N1=C(N=CC=C1)N